1-bromo-6-tert-butyl-10-chloro-9-(3-methoxypropoxy)-2-oxo-6,7-dihydro-2H-pyrido[2,1-a]isoquinoline-3-carboxylic acid BrC=1C(C(=CN2C1C1=CC(=C(C=C1CC2C(C)(C)C)OCCCOC)Cl)C(=O)O)=O